1-[4-(4-{3-[(2R)-2-methyl-pyrrolidin-1-yl]-propoxy}-phenoxy)-piperidin-1-yl]-ethanone dicitrate salt C(CC(O)(C(=O)O)CC(=O)O)(=O)O.C(CC(O)(C(=O)O)CC(=O)O)(=O)O.C[C@H]1N(CCC1)CCCOC1=CC=C(OC2CCN(CC2)C(C)=O)C=C1